C1(=CC=CC=C1)S(=O)(=O)N1N=C(C=C1)B(O)O (1-(Phenylsulfonyl)-1H-pyrazol-3-yl)boronic acid